C(C)N[C@@H](CC1=CNC2=CC=CC=C12)C(=O)O ethyl-L-tryptophan